N1-(2-(7-(4-chloro-2-fluorophenyl)-2,7-diazaspiro[4.4]nonan-2-yl)phenyl)-N4,N4-dimethylbenzene-1,4-disulfonamide ClC1=CC(=C(C=C1)N1CC2(CCN(C2)C2=C(C=CC=C2)NS(=O)(=O)C2=CC=C(C=C2)S(=O)(=O)N(C)C)CC1)F